C(C)(C)(C)C1=CC=C(C=C1)C=1C2=C(N=CN1)N(C=C2)C 4-(4-tert-butylphenyl)-7-methyl-7H-pyrrolo[2,3-d]pyrimidine